6-Bromo-N-((2-(4-methylpiperazin-1-yl)pyridin-4-yl)methyl)quinazolin-4-amine BrC=1C=C2C(=NC=NC2=CC1)NCC1=CC(=NC=C1)N1CCN(CC1)C